O[C@H](C(=O)N1CC2=NC(=C(C=C2C1)C)N1CCC(CC1)OC=1C=NC(=CC1)OC)C (S)-2-hydroxy-1-(2-(4-((6-methoxypyridin-3-yl)oxy)piperidin-1-yl)-3-methyl-5,7-dihydro-6H-pyrrolo[3,4-b]pyridin-6-yl)propan-1-one